(E)-3-(1-Methyl-5-((E)-3-oxo-3-(thiophen-3-yl)prop-1-en-1-yl)-1H-pyrrol-2-yl)acrylic acid CN1C(=CC=C1\C=C\C(C1=CSC=C1)=O)/C=C/C(=O)O